(R)-3-((2-chloro-5-(morpholinomethyl)pyrimidin-4-yl)oxy)-10-methyl-9,10,11,12-tetrahydro-8H-[1,4]diazepino[5',6':4,5]thieno[3,2-f]quinoxalin-8-one ClC1=NC=C(C(=N1)OC1=NC=2C=CC3=C(C2N=C1)C1=C(S3)C(N[C@@H](CN1)C)=O)CN1CCOCC1